OCC1OC(C1)C 2-hydroxymethyl-4-methyl-oxetane